8-fluoro-2,4,5-trimethyl-4,5-dihydro-2H-[1,2,3]triazolo[4,5-c]quinolin FC1=CC=2C=3C(C(N(C2C=C1)C)C)=NN(N3)C